Glycyl-amine NCC(=O)N